N-[4-[5-(Dimethylamino)-1,3,4-oxadiazol-2-yl]phenyl]-3-[(1,1-dioxo-1,4-thiazinan-4-yl)methyl]benzamide CN(C1=NN=C(O1)C1=CC=C(C=C1)NC(C1=CC(=CC=C1)CN1CCS(CC1)(=O)=O)=O)C